benzyl (2-(2-chloro-6-(1,1,1-trifluoro-2-hydroxy-3-(1'-methyl-1'H-[1,3'-bipyrazole]-5'-carboxamido)propan-2-yl)pyridin-4-yl)propan-2-yl)carbamate ClC1=NC(=CC(=C1)C(C)(C)NC(OCC1=CC=CC=C1)=O)C(C(F)(F)F)(CNC(=O)C1=CC(=NN1C)N1N=CC=C1)O